CC1=NC(=CC=C1S(=O)(=O)N1CC2(C1)CN(C2)C2(CCOCC2)C#N)C(F)(F)F 4-[2-[[2-Methyl-6-(trifluoromethyl)-3-pyridyl]sulfonyl]-2,6-diazaspiro[3.3]heptan-6-yl]tetrahydropyran-4-carbonitrile